ClCC=1OC=C(C(C1)=O)OCC1CCN(CC1)S(=O)(=O)C 2-(chloromethyl)-5-((1-(methyl-sulfonyl)piperidin-4-yl)methoxy)-4H-pyran-4-one